1,1'-{[propane-2,2-diylbis(4,1-phenylene)]bis(oxy)}bis(propan-2-ol) CC(C)(C1=CC=C(C=C1)OCC(C)O)C1=CC=C(C=C1)OCC(C)O